N-[3-[3-[4-[(3R)-3-hydroxypyrrolidin-1-yl]-4,5,6,7-tetrahydropyrazolo[1,5-a]pyridin-2-yl]-2-methyl-phenyl]-2-methyl-phenyl]-4-oxo-6,7-dihydro-5H-pyrazolo[1,5-a]pyridine-2-carboxamide O[C@H]1CN(CC1)C1C=2N(CCC1)N=C(C2)C=2C(=C(C=CC2)C=2C(=C(C=CC2)NC(=O)C2=NN1C(C(CCC1)=O)=C2)C)C